CC(C(C)O)CCC 3-methyl-2-hexanol